ClC=1C(=C(C=2CCCCC2C1)C(=O)OC)C=C methyl 3-chloro-2-vinyl-5,6,7,8-tetrahydronaphthalene-1-carboxylate